Tetrabutylammonium (6S,10R)-9-methyl-6,9,10,11-tetrahydro-2H-6,10-methanoazonino[4,5,6-cd]indole-7-carboxylate CC1C2=C3C=4CN=C3C[C@H]1C[C@@H](C(=C2)C(=O)[O-])N=CC4.C(CCC)[N+](CCCC)(CCCC)CCCC